Cl.CN(C(=O)C=1C=NN2C1CNCC2)C2(CC2)C=2C=C(C(=O)O)C=CC2 3-(1-(N-methyl-4,5,6,7-tetrahydropyrazolo[1,5-a]pyrazine-3-carboxamido)cyclopropyl)benzoic acid hydrochloride